NC1=C(C(=C2C(=N1)NC=C2)C#C[Si](C(C)C)(C(C)C)C(C)C)C(=O)N 6-amino-4-((triisopropylsilyl)ethynyl)-1H-pyrrolo[2,3-b]pyridine-5-carboxamide